2-(methyl(1-(7-methyl-4-oxo-2-(piperidin-1-yl)-4H-pyrido[1,2-a]pyrimidin-9-yl)ethyl)amino)benzoic acid CN(C1=C(C(=O)O)C=CC=C1)C(C)C1=CC(=CN2C1=NC(=CC2=O)N2CCCCC2)C